6-[1-(4-hydroxycyclohexyl)-5-methyl-pyrazol-4-yl]-4-[(1S)-2,2,2-trifluoro-1-(5-fluoro-2-pyridyl)ethoxy]pyrazolo[1,5-a]pyridine-3-carbonitrile OC1CCC(CC1)N1N=CC(=C1C)C=1C=C(C=2N(C1)N=CC2C#N)O[C@H](C(F)(F)F)C2=NC=C(C=C2)F